6-fluoro(1,2,4)triazolo(4,3-a)pyridine FC=1C=CC=2N(C1)C=NN2